(R)-5-ethylpyrrolidin-2-one C(C)[C@@H]1CCC(N1)=O